CC=1C=CC(=C(C1)NS(=O)=O)[N+](=O)[O-].[Na] sodium N-(5-methyl-2-nitrophenyl)sulfonamide